FC1=CC=C(C=C1)C=1N(C(=CN1)C)C=1C=CC=2N(C1)C(=CN2)C=2C=CC(=NC2)NC(OC)=O methyl N-[5-[6-[2-(4-fluorophenyl)-5-methyl-imidazol-1-yl]imidazo[1,2-a]pyridin-3-yl]-2-pyridyl]carbamate